6-Amino-2-(3,5-dichloro-4-((2-cyclopentyl-4-methylquinolin-6-yl)oxy)phenyl)-1,2,4-Triazine-3,5(2H,4H)-dione NC=1C(NC(N(N1)C1=CC(=C(C(=C1)Cl)OC=1C=C2C(=CC(=NC2=CC1)C1CCCC1)C)Cl)=O)=O